(2R,4R)-2-ethyl-4-((3-fluoro-6-((5-methyl-1H-pyrazol-3-yl)amino)pyridin-2-yl)methyl)-1-((2-(trifluoromethyl)phenyl)sulfonyl)piperidine-4-carboxylic acid C(C)[C@H]1N(CC[C@](C1)(C(=O)O)CC1=NC(=CC=C1F)NC1=NNC(=C1)C)S(=O)(=O)C1=C(C=CC=C1)C(F)(F)F